The molecule is the sodium salt of cephapirin. A first-generation cephalosporin antibiotic, it is effective against gram-negative and gram-positive organisms. Being more resistant to beta-lactamases than penicillins, it is effective agains most staphylococci, though not methicillin-resistant staphylococci. It has a role as an antibacterial drug. It is a cephalosporin and an organic sodium salt. It contains a cephapirin(1-). CC(=O)OCC1=C(N2[C@@H]([C@@H](C2=O)NC(=O)CSC3=CC=NC=C3)SC1)C(=O)[O-].[Na+]